ClC=1N(N=C2C(N(N=CC21)[C@H]2[C@@H](C2)C#N)=O)CC2=C(C=CC=C2)F |r| rac-(1R,2R)-2-(3-chloro-2-(2-fluorobenzyl)-7-oxo-2,7-dihydro-6H-pyrazolo[3,4-d]pyridazin-6-yl)cyclopropane-1-carbonitrile